FC=1C=C(C=CC1F)[C@H](C)NC(=O)C1=NC(=CN=C1NCC1=CC=C(C=C1)C1=NC(=C(N=C1)N)C(=O)N1CCNCC1)C#N 3-{4-[5-Amino-6-(piperazine-1-carbonyl)-pyrazin-2-yl]-benzylamino}-6-cyanopyrazine-2-carboxylic acid [(S)-1-(3,4-difluoro-phenyl)-ethyl]-amide